ClC=1C=CC=C2C=CC(=NC12)NC1=C(C=C(C=C1)OC(F)(F)F)CC 8-chloro-N-(2-ethyl-4-(trifluoromethoxy)phenyl)quinolin-2-amine